N[C@@H]1CN(CCC1)C1=CC=C(C=N1)NC1=C(C=NC2=CC=C(N=C12)C1=CC(=C(C(=C1)Cl)O)Cl)C(C)=O (S)-1-(4-(6-(3-aminopiperidin-1-yl)pyridin-3-ylamino)-6-(3,5-dichloro-4-hydroxyphenyl)-1,5-naphthyridin-3-yl)ethanone